O=C1NC(CCC1N1C2=C(C3=CC(=CC=C13)CNC(COCCOCCNC(OC(C)(C)C)=O)=O)C=CC=N2)=O tert-butyl (2-(2-(2-(((9-(2,6-dioxopiperidin-3-yl)-9H-pyrido[2,3-b]indol-6-yl)methyl)amino)-2-oxoethoxy)ethoxy)ethyl)carbamate